tert-butyl (2-(2-bromopyridin-4-yl)-2,3-dihydrobenzo[d]oxazol-5-yl)carbamate BrC1=NC=CC(=C1)C1OC2=C(N1)C=C(C=C2)NC(OC(C)(C)C)=O